FC1=C(C=C(C=C1)O)CF 4-fluoro-3-(fluoromethyl)phenol